CC(C(=O)C1=CC=C(C=C1)SC)(C)N1CCOCC1 2-methyl-2-(4-morpholinyl)-4'-(methylthio)propiophenone